2-methyl-10H-indolo[1,2-a]indol-10-one CC=1C=C2C=C3N(C2=CC1)C=1C=CC=CC1C3=O